N1C(=CC2=CC=CC=C12)C1=CC=CC=C1C=C1C(N(C(S1)=NN=C1C(NC2=CC=C(C=C12)Br)=O)C1=C(C=C(C=C1)C)C)=O 3-(2-(5-(1H-indolbenzylidene)-3-(2,4-dimethylphenyl)-4-oxothiazolidin-2-ylidene)hydrazono)-5-bromo-1H-indol-2-one